2'''-(2-(4-(3-(4-((2,3,5,6-tetrafluorophenoxy) carbonyl) phenyl) propoxy)-benzyl)-1,4,7,10-tetraazacyclododecane-1,4,7,10-tetrayl) tetraacetate C(C)(=O)ON1C(CN(CCN(CCN(CC1)OC(C)=O)OC(C)=O)OC(C)=O)CC1=CC=C(C=C1)OCCCC1=CC=C(C=C1)C(=O)OC1=C(C(=CC(=C1F)F)F)F